CC1=NOC(=C1C=1C=C(C=CC1OC[C@@H]1NCCCC1)NC(=O)C=1C=NN(C1C)C)C (R)-N-(3-(3,5-dimethylisoxazol-4-yl)-4-(piperidin-2-ylmethoxy)phenyl)-1,5-dimethyl-1H-pyrazole-4-carboxamide